4-hydroxytricyclo[5.2.1.02,6]decane OC1CC2C3CCC(C2C1)C3